4-(2-acryloyl-7-oxo-2,6-diazaspiro[3.4]octan-6-yl)-6-(5-methyl-1H-indazol-4-yl)-2-morpholinopyrimidine-5-carbonitrile C(C=C)(=O)N1CC2(C1)CN(C(C2)=O)C2=NC(=NC(=C2C#N)C2=C1C=NNC1=CC=C2C)N2CCOCC2